bis(tert-butylphenyl)phenyl-sulfonium C(C)(C)(C)C1=C(C=CC=C1)[S+](C1=CC=CC=C1)C1=C(C=CC=C1)C(C)(C)C